C(#N)C=1C=NN2C1C(=C(C=C2)C(=O)N)C#CC#CCC(O)(C=2C(N(C(=CC2)C)C)=O)C2=C(C=CC(=C2)F)F 3-cyano-4-(6-(2,5-difluorophenyl)-6-(1,6-dimethyl-2-oxo-1,2-dihydropyridin-3-yl)-6-Hydroxyhexa-1,3-diyn-1-yl)pyrazolo[1,5-a]pyridine-5-carboxamide